(1-(pent-4-en-1-yl)-1H-pyrrol-2-yl)(3,4-dimethoxyphenyl)methanone C(CCC=C)N1C(=CC=C1)C(=O)C1=CC(=C(C=C1)OC)OC